4,11-Bis(carboxymethyl)-1,4,8,11-tetraazabicyclo[6.6.2]hexadecan C(=O)(O)CN1CCN2CCCN(CCN(CCC1)CC2)CC(=O)O